ClC=1C(=C(C(=O)N2C(CC(CC2)(C(=O)O)CC2=NC(=CC=C2F)NC=2SC=CN2)C(F)(F)F)C=CC1)F (3-chloro-2-fluorobenzoyl)-4-((3-fluoro-6-(thiazol-2-ylamino)pyridin-2-yl)methyl)-2-(trifluoromethyl)piperidine-4-carboxylic acid